2,5-bis(4-(10H-phenoxazin-10-yl)phenyl)-1,3,4-oxadiazole C1=CC=CC=2OC3=CC=CC=C3N(C12)C1=CC=C(C=C1)C=1OC(=NN1)C1=CC=C(C=C1)N1C2=CC=CC=C2OC=2C=CC=CC12